8,8-difluoro-3-azabicyclo[3.2.1]octane FC1(C2CNCC1CC2)F